O=C1NCCC1=O 2,3-diketopyrroline